dimethyl [2-(4-methylphenyl)-2-oxoethyl]propanedioate CC1=CC=C(C=C1)C(CC(C(=O)OC)C(=O)OC)=O